propanoic acid isopropyl ester hydrobromide Br.C(C)(C)OC(CC)=O